CC1=CC=C(C(=O)OOC(C2=CC=C(C=C2)C)=O)C=C1 di-(4-methylbenzoyl) peroxide